N1(CCOCC1)C1CCN(CC1)C1=CC=C(N)C=C1 4-(4-morpholin-4-ylpiperidin-1-yl)-aniline